N-(5-(((2S,4R)-2-methyl-4-(thieno[3,2-c]pyridin-4-yloxy)pyrrolidin-1-yl)methyl)thiazol-2-yl)acetamide C[C@@H]1N(C[C@@H](C1)OC1=NC=CC2=C1C=CS2)CC2=CN=C(S2)NC(C)=O